OC1(CC1)CCN1C(=CN2C1=NC(=C(C2=O)C=2C=NN(C2)CC(C(F)(F)F)(F)F)C(F)(F)F)C 1-[2-(1-hydroxycyclopropyl)ethyl]-2-methyl-6-[1-(2,2,3,3,3-pentafluoropropyl)-1H-pyrazol-4-yl]-7-(trifluoromethyl)-1H,5H-imidazo[1,2-a]pyrimidin-5-one